3-methoxy-N-[2-(4-methoxyphenyl)-1,3-benzoxazol-5-yl]benzamide diisopropyl-(3-(2-((t-butyldimethylsilyl)oxy)ethyl)phenyl)boronate C(C)(C)OB(OC(C)C)C1=CC(=CC=C1)CCO[Si](C)(C)C(C)(C)C.COC=1C=C(C(=O)NC=2C=CC3=C(N=C(O3)C3=CC=C(C=C3)OC)C2)C=CC1